(R)-1-(4,4,5,5-tetramethyl-1,3,2-dioxaborolan-2-yl)pentan-1-amine hydrochloride Cl.CC1(OB(OC1(C)C)[C@H](CCCC)N)C